4-bromo-3,5-difluoropyridine BrC1=C(C=NC=C1F)F